di(methyl)di(n-butyl)tin (IV) di(butyl maleate) C(CCC)/C(/C(=O)O)=C/C(=O)O.C(CCC)/C(/C(=O)O)=C/C(=O)O.C[Sn](CCCC)(CCCC)C